1-(2-chloroethyl)-3-(1-(pyridin-4-yl)-1H-pyrazol-4-yl)urea ClCCNC(=O)NC=1C=NN(C1)C1=CC=NC=C1